BrC1=CC=C(C=C1)C1=NN(C(C1)C=1C(=NC2=CC(=CC=C2C1)OCC)Cl)C(CCCC(=O)NCCCN1CCOCC1)=O 5-(3-(4-Bromophenyl)-5-(2-chloro-7-ethoxyquinolin-3-yl)-4,5-dihydro-1H-pyrazol-1-yl)-N-(3-morpholinopropyl)-5-oxopentanamide